ClC=1C=C(C=CC1C#N)NC(=O)N1[C@H]2CC[C@@H]1CC=1N=CN=CC12 (5S,8R)-N-(3-chloro-4-cyanophenyl)-6,7,8,9-tetrahydro-5H-5,8-epiminocyclohepta[d]-pyrimidine-10-carboxamide